2-isopropyl-4-methylbenzaldehyde C(C)(C)C1=C(C=O)C=CC(=C1)C